C1(CC1)CN(C=1N(C2=CC(=CC=C2C1)NC1=CC=C(C=C1)N1CCC(CC1)C(F)(F)F)C)CC1CC1 N2,N2-bis(cyclopropylmethyl)-1-methyl-N6-(4-(4-(trifluoromethyl)piperidin-1-yl)phenyl)-1H-indole-2,6-diamine